(E)-4-(dioctylamino)but-2-en-1-yl nonyl hydrogen phosphate P(=O)(OC\C=C\CN(CCCCCCCC)CCCCCCCC)(OCCCCCCCCC)O